platinum-palladium-ytterbium [Yb].[Pd].[Pt]